(3S,4S)-4-((S)-1-phenyl-ethylamino)-piperidine-1,3-dicarboxylic acid 1-tert-butyl ester 3-ethyl ester C(C)OC(=O)[C@H]1CN(CC[C@@H]1N[C@@H](C)C1=CC=CC=C1)C(=O)OC(C)(C)C